C(C)(C)(C)OC(=O)NC1CC(C1)C(=O)NC=1C=CC(=NC1)C=1N=NN(C1NC(O[C@H](C)C=1C(=NC=CC1)Cl)=O)C (R)-1-(2-chloropyridin-3-yl)ethyl (4-(5-((1r,3R)-3-((tert-butoxycarbonyl)amino)cyclobutane-1-carboxamido)pyridin-2-yl)-1-methyl-1H-1,2,3-triazol-5-yl)carbamate